1,4-bis-n-butyl-p-toluenesulfonyl ether C(CCC)C1(C)C=CC(C=C1)(S(=O)(=O)OS(=O)(=O)C1(C=CC(C)(C=C1)CCCC)CCCC)CCCC